FC=1C=C(C=CC1OC)[C@H](CC(=O)O)NC(=O)C1CC(C1)C(CC1=NC=2NCCCC2C=C1)NS(=O)(=O)C1=CC=C(C=C1)C (3S)-3-(3-fluoro-4-methoxyphenyl)-3-(3-(1-(4-methylphenylsulfonamido)-2-(5,6,7,8-tetrahydro-1,8-naphthyridin-2-yl)ethyl)cyclobutanecarboxamido)propionic acid